25-Hydroxycholest-5(4)-en-3-one OC(C)(C)CCC[C@@H](C)[C@H]1CC[C@H]2[C@@H]3CCC4=CC(CC[C@]4(C)[C@H]3CC[C@]12C)=O